2-(4-iodophenyl)-3-(4-nitrophenyl)-5-phenyl-2H-tetrazolium chloride C1=CC=C(C=C1)C2=NN([N+](=N2)C3=CC=C(C=C3)[N+](=O)[O-])C4=CC=C(C=C4)I.[Cl-]